C(CC)NCC 2-Propylaminoethan